C\C(=C/C=C)\CCC=C(C)C (3E)-4,8-dimethyl-1,3,7-nonatriene